1-(3-(2H-benzo[d][1,2,3]Triazol-2-yl)-2-hydroxy-5-methylbenzyl)-3-(tert-butyl)imidazolidine-2,4-dione N=1N(N=C2C1C=CC=C2)C=2C(=C(CN1C(N(C(C1)=O)C(C)(C)C)=O)C=C(C2)C)O